C1C=COO1 dioxolene